OC1=C(C=CC(=C1)OC)CC 1-(2-hydroxy-4-methoxyphenyl)ethane